C(CCCCCCCCCCCCCC)N[C@@H](C)C(=O)O.FC1=CC=C(C=C1)C=1N=NN(C1C1=CC=NC=C1)CC1=CC=C(C=C1)OC 4-(4-(4-fluorophenyl)-1-(4-methoxybenzyl)-1H-1,2,3-triazol-5-yl)pyridine pentadecyl-L-alaninate